4-fluoro-N-((1-(4-(5-(trifluoromethyl)-1,2,4-oxadiazol-3-yl)phenyl)-1H-imidazol-4-yl)methyl)benzenesulfonamide cobalt cerium oxygen [O].[Ce].[Co].FC1=CC=C(C=C1)S(=O)(=O)NCC=1N=CN(C1)C1=CC=C(C=C1)C1=NOC(=N1)C(F)(F)F